C([C@@H](C(=O)[O-])[NH3+])/C(=C\\C(=O)C(=O)O)/C=C\\[O-] The molecule is conjugate base of 4-(L-alanin-3-yl)-2-hydroxy-cis,cis-muconate 6-semialdehyde having anjionic carboxy groups and a protonated primary amine; major species at pH 7.3. It is a conjugate base of a 4-(L-alanin-3-yl)-2-hydroxy-cis,cis-muconate 6-semialdehyde.